C(C)N(CCCC(C)NCC1(C(C=CC=C1)C(=O)O)N(CC)CC)CC (4-diethylamino-1-methylbutylamino)-2-carboxyl-1-diethylaminotoluene